[(1S,2R)-3-[[(4-aminophenyl)sulfonyl](2-methylpropyl)amino]-2-hydroxy-1-(phenylmethyl)propyl]-carbamic acid (3R,3aS,6aR)-hexahydrofuro[2,3-b]furan-3-yl ester O1C[C@@H]([C@H]2[C@@H]1OCC2)OC(N[C@H]([C@@H](CN(CC(C)C)S(=O)(=O)C2=CC=C(C=C2)N)O)CC2=CC=CC=C2)=O